FC1(CC(C1)(O)CC(=O)N[C@@H](C)C1=CC(=CC=C1)OC(F)(F)F)F (S)-2-(3,3-difluoro-1-hydroxycyclobutyl)-N-(1-(3-(trifluoromethoxy)phenyl)ethyl)acetamide